vinyl-octyl-dimethylsilane C(=C)[Si](C)(C)CCCCCCCC